3-(difluoromethyl)-5-methyl-1H-pyrazol FC(C1=NNC(=C1)C)F